N-(4-((6-amino-5-chloropyrimidin-4-yl)oxy)phenyl)-1-(4-fluorophenyl)-2-oxo-1,2-dihydropyridine-3-carboxamide NC1=C(C(=NC=N1)OC1=CC=C(C=C1)NC(=O)C=1C(N(C=CC1)C1=CC=C(C=C1)F)=O)Cl